ClC=1N=C(C2=C(N1)C=C(O2)CN2CCCCC2)NC=2N=CN(C2)C2=CC(=C(C(=C2)OC)OC)OC 2-chloro-6-(piperidin-1-ylmethyl)-N-(1-(3,4,5-trimethoxyphenyl)-1H-imidazol-4-yl)furo[3,2-d]pyrimidin-4-amine